(S)-2,3-dihydroxy-1-((3S,4S)-3-((R)-1-hydroxyethyl)-4-(3-((1-(5-isopropylpyridin-2-yl)azetidin-3-yl)oxy)-4-methoxyphenyl)-3-methylpyrrolidin-1-yl)propan-1-one O[C@H](C(=O)N1C[C@@]([C@@H](C1)C1=CC(=C(C=C1)OC)OC1CN(C1)C1=NC=C(C=C1)C(C)C)(C)[C@@H](C)O)CO